OC(CCCCCC(=O)O)CCCCCCCCC 7-Hydroxy-hexadecanoic acid